1,1'-Bis(di-t-butyl-phosphino)ferrocene palladium dichloride [Pd](Cl)Cl.C(C)(C)(C)P([C-]1C=CC=C1)C(C)(C)C.[C-]1(C=CC=C1)P(C(C)(C)C)C(C)(C)C.[Fe+2]